Cl.Cl.Cl.CC(CCC(=O)N)C 4-methylpentanamide trihydrochloride